O1C(=CC=C1)CN1C(S\C(\C1=O)=C/C=1C=NN(C1)C)=S (5Z)-3-(2-furylmethyl)-5-[(1-methylpyrazol-4-yl)methylene]-2-thioxo-thiazolidin-4-one